(4S,5R)-5-fluoro-1-[4-({8-[3-(methanesulfonyl-methyl)azetidin-1-yl]-2,7-naphthyridin-3-yl}amino)pyrimidin-2-yl]-3,3-dimethylpiperidin-4-ol F[C@H]1[C@H](C(CN(C1)C1=NC=CC(=N1)NC=1N=CC2=C(N=CC=C2C1)N1CC(C1)CS(=O)(=O)C)(C)C)O